N-(2,6-Dimethyl-4-morpholin-4-yl-phenyl)-2-(3-fluoro-phenyl)-acetamide CC1=C(C(=CC(=C1)N1CCOCC1)C)NC(CC1=CC(=CC=C1)F)=O